C(C)(C)(C)OC(=O)N1C(CC(C1)CC)C(CCl)=O.C(CCCCCCCCCCCC)[N+](CC1=CC=CC=C1)(C)C N-tridecyl-N,N-dimethyl-N-benzyl-ammonium rac-tert-butyl-2-(2-chloroacetyl)-4-ethylpyrrolidine-1-carboxylate